(R)-3-ethyl-8-hydroxy-7-(methylthio)-5-phenyl-3-propyl-2,3,4,5-tetrahydro-1,5-benzothiazepine 1,1-dioxide C(C)[C@@]1(CS(C2=C(N(C1)C1=CC=CC=C1)C=C(C(=C2)O)SC)(=O)=O)CCC